1-(4-Bromophenyl)-4,5-difluoro-1H-benzo[d][1,2,3]triazole BrC1=CC=C(C=C1)N1N=NC2=C1C=CC(=C2F)F